CC1=C(C(CCC1O[C@H]2[C@@H]([C@H]([C@@H]([C@H](O2)C(=O)[O-])O)O)O)(C)C)/C=C/C(=C/C=C/C(=C/C(=O)[O-])/C)/C The molecule is a retinoid glucosiduronic acid anion obtained by deprotonation of the carboxy groups of 4-(beta-D-glucopyranuronosyloxy)retinoic acid; major species at pH 7.3. It is a conjugate base of a 4-(beta-D-glucopyranuronosyloxy)retinoic acid.